C(CCCCC)C1=C(C=CC=C1)OC hexylanisole